FC1=C(C(=C(C(=C1F)F)F)F)B(OC(C)C)C1=CC(=CC(=C1)C(F)(F)F)C(F)(F)F (2,3,4,5,6-pentafluorophenyl)(3,5-bis(trifluoromethyl)phenyl)isopropoxyborane